NC1=NN2C(C=C(C=C2)C=2C(=C(C(=O)O)C(=CC2)C([2H])([2H])[2H])F)=N1 3-(2-amino-[1,2,4]triazolo[1,5-a]pyridin-7-yl)-2-fluoro-6-(methyl-d3)benzoic acid